methyl-6-oxo-1-(pyridin-4-ylmethyl)-1,6-dihydropyridine-2-carboxylate COC(=O)C=1N(C(C=CC1)=O)CC1=CC=NC=C1